CC1=C(C=C)C(=CC=C1)C 2,6-dimethyl-styrene